[C@H]12NCC(NC1)C2 (1R)-2,5-diazabicyclo[2.2.1]heptan